N-(2-((2-(azetidin-1-yl)ethyl)(methyl)amino)-5-((5-chloro-4-((1-(methylsulfonyl)indoline-7-yl)amino)pyrimidin-2-yl)amino)-4-methoxyphenyl)acrylamide N1(CCC1)CCN(C1=C(C=C(C(=C1)OC)NC1=NC=C(C(=N1)NC=1C=CC=C2CCN(C12)S(=O)(=O)C)Cl)NC(C=C)=O)C